2,4,6-tris(4-(10H-phenoxazin-10-yl)phenyl)-1,3,5-triazine C1=CC=CC=2OC3=CC=CC=C3N(C12)C1=CC=C(C=C1)C1=NC(=NC(=N1)C1=CC=C(C=C1)N1C2=CC=CC=C2OC=2C=CC=CC12)C1=CC=C(C=C1)N1C2=CC=CC=C2OC=2C=CC=CC12